CC1=CC=C(CC2CC3(CNC3)C2)C=C1 6-(4-methylbenzyl)-2-azaspiro[3.3]heptan